C(C)(C)(C)OC(=O)N1C(CC(CC1)C(=O)O)C tert-butoxycarbonyl-2-methyl-piperidine-4-carboxylic acid